C[C@H]1CCNCCN1C(=O)OC(C)(C)C tert-butyl (7S)-7-methyl-1,4-diazepane-1-carboxylate